The molecule is a butenolide that is furan-2(5H)-one which is substituted by a hydroxymethyl group at position 4 and a 2-hydroxyethylidene group at position 5 (the 5E isomer). A direct precursor of patulin in cell-free preparations of Penicillium urticae patulin-minus mutants J1 and S11, but not S15. It has a role as a mycotoxin. It is a butenolide and a primary allylic alcohol. C1=C(/C(=C\\CO)/OC1=O)CO